N1=CC(=CC=C1)CN1C[C@H](CC1)C(=O)NN (3S)-1-(pyridin-3-ylmethyl)pyrrolidine-3-carboxylic acid hydrazide